C1(CC1)S(=O)(=O)NC1=NC=CC(=N1)C(C(=O)NC1=C(C=C(C=C1)C1=NC(=CN=C1)OCC)OC(F)(F)F)(C)C 2-(2-(cyclopropanesulfonylamino)pyrimidin-4-yl)-N-(4-(6-ethoxypyrazin-2-yl)-2-(trifluoromethoxy)phenyl)-2-methylpropanamide